C(C)N(CC)C(CCC)N(C)C diethylamino-N,N-dimethylbutylamine